[(diphenyl-d10)triazinylphenyl-d3]dibenzofuran-d6 C1(C(C(C(C(C1[2H])([2H])[2H])([2H])[2H])([2H])[2H])([2H])[2H])([2H])C1=C(C(=NN=N1)C=1C(=C(C(=C(C1)C1=C(C(=C2C(C3=C(O2)C(=C(C(=C3[2H])[2H])[2H])[2H])=C1)[2H])[2H])[2H])[2H])[2H])C1(C(C(C(C(C1[2H])([2H])[2H])([2H])[2H])([2H])[2H])([2H])[2H])[2H]